N1C=C(CCC1)C(=O)[O-] 1,4,5,6-tetrahydropyridine-3-carboxylate